di-n-propyl (2-methylphenylmethylene)malonate CC1=C(C=CC=C1)C=C(C(=O)OCCC)C(=O)OCCC